2-(3-benzyl-6,8-dihydro-5H-imidazo[1,2-a]pyrazin-7-yl)-N-(2-sulfamoyl-4-pyridyl)-5-(trifluoromethyl)pyridine-3-carboxamide C(C1=CC=CC=C1)C1=CN=C2N1CCN(C2)C2=NC=C(C=C2C(=O)NC2=CC(=NC=C2)S(N)(=O)=O)C(F)(F)F